NC1=NC=C(C=C1C(=O)NCC1=C(C=CC=C1)OC(C)C)C1=CC=2N(C=C1)N=C(N2)N 2-Amino-5-{2-amino-[1,2,4]triazolo[1,5-a]pyridin-7-yl}-N-{[2-(propan-2-yloxy)phenyl]methyl}pyridine-3-carboxamide